C1(=CC=CC=C1)N1C(=NC2=C1C=CC=C2)C=2C(=C(C(=C(C2N2C1=CC=C(C=C1C=1C=C(C=CC21)C)C)N2C1=CC=C(C=C1C=1C=C(C=CC21)C)C)C2=NC=CC=C2)N2C1=CC=C(C=C1C=1C=C(C=CC21)C)C)N2C1=CC=C(C=C1C=1C=C(C=CC21)C)C 9,9',9'',9'''-(3-(1-phenyl-1H-benzo[d]imidazol-2-yl)-6-(pyridin-2-yl)benzene-1,2,4,5-tetrayl)tetrakis(3,6-dimethyl-9H-carbazole)